FC=1C=C(C(=O)NC=2C=C(C=CC2)C=2N=NN(C2)CC(=O)O)C=CC1 2-(4-(3-(3-fluorobenzamido)phenyl)-1H-1,2,3-triazol-1-yl)acetic acid